C(CCC(=O)OC(COC(CCCCCCCCCCCCCCC)=O)COC(CCCCCCCCCCCCCCC)=O)(=O)OCCCC(=O)OC1=CC=C(C=C1)NC(C)=O 4-(4-acetamidophenoxy)-4-oxobutyl (1,3-bis(palmitoyloxy)propan-2-yl) succinate